C(C)(C)(C)OC(\C=C\C1=CC=C2C=C(C(=NC2=C1)C)C1C(NC(CC1)=O)=O)=O.COC(OC)[SiH3] dimethoxyMethylsilane tert-Butyl-(E)-3-(3-(2,6-dioxopiperidin-3-yl)-2-methylquinolin-7-yl)acrylate